5-Amino-1-isopropyl-3-[6-[1-methyl-2-oxo-2-[[3-(2,2,2-trifluoro-1,1-dimethyl-ethyl)isoxazol-5-yl]amino]ethyl]-3-pyridyl]pyrazole-4-carboxamide NC1=C(C(=NN1C(C)C)C=1C=NC(=CC1)C(C(NC1=CC(=NO1)C(C(F)(F)F)(C)C)=O)C)C(=O)N